CC(C(C)=O)(C(C)=O)C 3,3-dimethylpentane-2,4-dione